C(C)OC(C(C(=O)C=1SC=C(C1NCC1=CC=C(C=C1)OC)C)C=1NC=2C(=CC3=C(CCN(CC3)C)C2)N1)=O 3-(((4-methoxybenzyl)amino)-4-methylthiophen-2-yl)-2-(7-methyl-1,5,6,7,8,9-Hexahydroimidazo[4',5':4,5]benzo[1,2-d]azepin-2-yl)-3-oxopropionic acid ethyl ester